O1COC2=C1C=CC(=C2)N(C(=O)C=2C=C(C=CC2)N2N=C(C(=C2C(=O)OCC)Cl)C)C ethyl 2-[3-[1,3-benzodioxol-5-yl (methyl) carbamoyl]phenyl]-4-chloro-5-methyl-pyrazole-3-carboxylate